5-[(5-{3-[(2S)-3-amino-2-methylpropoxy]-5-methoxypyridin-4-yl}-1H-pyrazole-3-yl)amino]pyrazine-2-carbonitrile NC[C@@H](COC=1C=NC=C(C1C1=CC(=NN1)NC=1N=CC(=NC1)C#N)OC)C